4-amino-3,3-dimethyl-butyric acid benzyl ester hydrochloride Cl.C(C1=CC=CC=C1)OC(CC(CN)(C)C)=O